(7R,8R)- and (7S,8S)-8-(Methoxycarbonyl)-1,4-dioxaspiro[4.4]nonane-7-carboxylic acid COC(=O)[C@H]1[C@@H](CC2(OCCO2)C1)C(=O)O |r|